IC1=CC=C(O1)C=O 5-iodo-2-furanformaldehyde